bis(2,4,6-trichlorophenyl) 2-methylmalonate CC(C(=O)OC1=C(C=C(C=C1Cl)Cl)Cl)C(=O)OC1=C(C=C(C=C1Cl)Cl)Cl